3-methyl-1-(2-(phenylethynyl)phenyl)but-3-en-1-one CC(CC(=O)C1=C(C=CC=C1)C#CC1=CC=CC=C1)=C